3-[4-methoxy-2-(methoxymethyl)phenyl]-3-oxopropionic acid ethyl ester C(C)OC(CC(=O)C1=C(C=C(C=C1)OC)COC)=O